FC1(CNC2(CC2)C1)F 6,6-difluoro-4-azaspiro[2.4]heptane